(±)-3-(7-Methyl-1H-indazol-5-yl)-2-{[4-(2-oxo-1,4-dihydro-2H-quinazolin-3-yl)-piperidine-1-carbonyl]-amino}-propionic acid 1-aza-bicyclo[2.2.2]oct-3-yl ester N12CC(C(CC1)CC2)OC(C(CC=2C=C1C=NNC1=C(C2)C)NC(=O)N2CCC(CC2)N2C(NC1=CC=CC=C1C2)=O)=O